2-amino-N-(1-(8-((1-methyl-1H-pyrazol-4-yl)ethynyl)-1,1-dioxo-2-phenyl-2H-benzo[e][1,2]thiazin-3-yl)ethyl)pyrazolo[1,5-a]pyrimidine-3-carboxamide NC1=NN2C(N=CC=C2)=C1C(=O)NC(C)C=1N(S(C2=C(C1)C=CC=C2C#CC=2C=NN(C2)C)(=O)=O)C2=CC=CC=C2